ClC=1C=C2C=NN(C2=CC1C1CC2(CN(C2)C2COC2)C1)C=1C=NN(C1)C 5-chloro-1-(1-methylpyrazol-4-yl)-6-[2-(oxetan-3-yl)-2-azaspiro[3.3]heptan-6-yl]indazole